2-({[N'-hydroxycarbamimidoyl]methyl}amino)acetic acid ON=C(N)CNCC(=O)O